ClC=1C(=C(C=C(C1)Cl)O)C=1N=NC(=CC1)N1C[C@H](OCC1)CF 3,5-dichloro-2-[6-[(2S)-2-(fluoromethyl)morpholin-4-yl]pyridazin-3-yl]phenol